C(CCCCCC#C)OC(CCC#N)OCCCCCCC#C 4,4-bis(oct-7-yn-1-yloxy)butyronitrile